6-(6-cyclopropyl-4-{4-fluoro-2-[(3-fluoro-1-azetidinyl)carbonyl]phenyl}-2-pyridyl)-2-(1-hydroxyethyl)-1,6-dihydro-1,4,6-triaza-7-indenone C1(CC1)C1=CC(=CC(=N1)N1C=NC=2C=C(NC2C1=O)C(C)O)C1=C(C=C(C=C1)F)C(=O)N1CC(C1)F